C(C)(C)(C)OC(=O)N1[C@H](C[C@H](CC1)CCOC1=NC=C(C=C1Br)[N+](=O)[O-])C (2S,4S)-4-(2-((3-bromo-5-nitropyridin-2-yl)oxy)ethyl)-2-methylpiperidine-1-carboxylic acid tert-butyl ester